FC1=CC=C(C=C1)C1=CC=CS1 (E)-5-(4-fluorophenyl)thiophene